1-(piperazine-1-carbonyl)-1H-pyrazole-3-carboxylic acid tert-butyl ester C(C)(C)(C)OC(=O)C1=NN(C=C1)C(=O)N1CCNCC1